tert-butyl 3-hydroxy-3-(4-(4-(4-(trifluoromethyl) phenyl)piperidine-1-carbonyl)phenyl)azetidine-1-carboxylate OC1(CN(C1)C(=O)OC(C)(C)C)C1=CC=C(C=C1)C(=O)N1CCC(CC1)C1=CC=C(C=C1)C(F)(F)F